C1(=CC(=CC=C1)OC1=C(C=C(C(=C1Br)OC=1C=C(C=CC1)C1=CC=CC=C1)C1=CC=CC=C1)C1=CC=CC=C1)C1=CC=CC=C1 4',6'-bis([1,1'-biphenyl]-3-yloxy)-5'-bromo-1,1':3',1''-terphenyl